3-(4-(N-((R)-piperidin-3-yl)carbamimidoyl)phenoxy)propanoic acid N1C[C@@H](CCC1)NC(=N)C1=CC=C(OCCC(=O)O)C=C1